C(C)(C)(C)[C@@H]1C=2C=C(C(N(C2C2=C(C1)N1C(=N2)C(=CC(=C1)Cl)C(F)(F)F)C)=O)C(=O)O (R)-5-(tert-butyl)-9-chloro-1-methyl-2-oxo-11-(trifluoromethyl)-1,2,5,6-tetrahydropyrido[2',1':2,3]imidazo[4,5-h]quinoline-3-carboxylic acid